CN1CCN(CC1)CCC1=C(NC(=C1)C1=CC=CC=C1)C1=CC(=CC=C1)OC(F)(F)F (2-(4-methylpiperazin-1-yl)ethyl)-5-phenyl-2-(3-(trifluoromethoxy)phenyl)Azole